C(C)(CC)S(=O)(=O)NC(C1=C(C=C(C(=C1)Cl)OCC1CCCC1)F)=O N-(sec-butylsulfonyl)-5-chloro-4-(cyclopentylmethoxy)-2-fluorobenzamide